(1-ethoxyl-oxopropan-2-yl)triphenylphosphonium O(CC)CC(C=O)[P+](C1=CC=CC=C1)(C1=CC=CC=C1)C1=CC=CC=C1